FC1=CC(=C(C=C1)[C@]1(C[C@@H]2[C@H](N(OC2(C)C)C)[C@@H](C1)C)C)C |r| rac-(3aR,5R,7R,7aR)-5-(4-fluoro-2-methylphenyl)-1,3,3,5,7-pentamethyloctahydrobenzo[c]isoxazole